4-(4-Acryloyl-2-methylpiperazin-1-yl)-6-cyclopropyl-1-(2-isopropyl-4-methylpyridine-3-yl)-7-(quinolin-8-yl)pyrido[2,3-d]pyrimidin-2(1H)-one C(C=C)(=O)N1CC(N(CC1)C=1C2=C(N(C(N1)=O)C=1C(=NC=CC1C)C(C)C)N=C(C(=C2)C2CC2)C=2C=CC=C1C=CC=NC21)C